C(C)N1C(C=CC2=CN=C(C=C12)N[C@@H](C)C1=CC=C(C=C1)[C@H](CC)N1CCNCC1)=O 4-((S)-1-{4-[(S)-1-(1-Ethyl-2-oxo-1,2-dihydro-[1,6]naphthyridin-7-ylamino)-ethyl]-phenyl}-propyl)-piperazin